5-chloro-3-((2-(2-ethoxy-2-oxoethyl)phenoxy)methyl)-7-(1-methyl-1H-pyrazol-4-yl)benzofuran-2-carboxylic acid tert-butyl ester C(C)(C)(C)OC(=O)C=1OC2=C(C1COC1=C(C=CC=C1)CC(=O)OCC)C=C(C=C2C=2C=NN(C2)C)Cl